C(CC)(=O)OC1CCCC1 Cyclopentyl Propionate